(1R,3S,4S)-2-(Toluene-4-sulfonyl)-2-azabicyclo[2.2.1]heptane-3-carboxylic acid benzothiazol-5-ylmethyl-(4,4-dimethyl-cyclohexyl)-amide S1C=NC2=C1C=CC(=C2)CN(C(=O)[C@H]2N([C@@H]1CC[C@H]2C1)S(=O)(=O)C1=CC=C(C)C=C1)C1CCC(CC1)(C)C